tert-Butyl 4-[2-(dimethylamino)ethoxy]indoline-1-carboxylate CN(CCOC1=C2CCN(C2=CC=C1)C(=O)OC(C)(C)C)C